FC(C(C)(O)C1=NC=C(C(=O)O)C=C1)(F)F 6-(1,1,1-trifluoro-2-hydroxypropan-2-yl)nicotinic acid